1-{4-[5-bromo-2-(chloromethyl)benzimidazolyl]butoxy}-2-{2-[2-(2-prop-2-ynyloxyethoxy)ethoxy]ethoxy}ethane BrC1=C(C2=C(N=C(N2)CCl)C=C1)CCCCOCCOCCOCCOCCOCC#C